1-ethyl-3-(2-fluorophenyl)-4-(4,4,5,5-tetramethyl-1,3,2-dioxaborolan-2-yl)-1H-pyrazole C(C)N1N=C(C(=C1)B1OC(C(O1)(C)C)(C)C)C1=C(C=CC=C1)F